{6-bromo-[1,2,4]triazolo[4,3-a]pyridin-3-yl}methanol BrC=1C=CC=2N(C1)C(=NN2)CO